(1,7-diazaspiro[4.5]decan-7-yl)methanone N1CCCC12CN(CCC2)C=O